CB(N1C2=CC=C(C=C2C=2C=C(C=CC12)C1=CC=CC=C1)C1=CC=CC=C1)C 9-(dimethyl-boryl)-3,6-diphenyl-9H-carbazole